7-isopropyl-4-(4-Fluoro-3-(4,4,5,5-tetramethyl-1,3,2-dioxaborolan-2-yl)phenyl)-7H-imidazo[4,5-c]pyridine C(C)(C)C1C=2C(=C(N=C1)C1=CC(=C(C=C1)F)B1OC(C(O1)(C)C)(C)C)N=CN2